C(C=C)(=O)OCCCCCCCC\C=C/CCCCCCCC (9Z)-9-Octadecen-1-yl 2-propenoate